FC1=C(C=CC=C1[N+](=O)[O-])C1=NC(=CC=C1C([2H])([2H])N(C(OC(C)(C)C)=O)C)C tert-butyl ((2-(2-fluoro-3-nitrophenyl)-6-methylpyridin-3-yl)methyl-d2)(methyl)carbamate